C(C)(C)(C)OC(NC=1C(=C2C(=NC1)SC(=N2)C)C(C(F)F)=O)=O (7-(2,2-Difluoroacetyl)-2-methylthiazolo[5,4-b]pyridin-6-yl)carbamic acid tert-butyl ester